C1(=CC=C(C=C1)N1C2=CC=CC=C2C=2C=CC=CC12)C1=CC=C(C=C1)N1C2=CC=CC=C2C=2C=CC=CC12 9,9'-(1,1'-biphenyl)-4,4'-diylbis-9H-carbazole